lithium tin calcium cerium magnesium [Mg].[Ce].[Ca].[Sn].[Li]